[Si](C)(C)(C(C)(C)C)OC[C@H](NC(=O)C=1N=C(SC1)C1=CC=C(C=C1)CNC(COCCOC)=O)C(=O)OC Methyl O-(tert-butyldimethylsilyl)-N-(2-(4-((2-(2-methoxyethoxy)acetamido)methyl)phenyl)thiazole-4-carbonyl)-L-serinate